(E)-4-bromo-N-(4-bromobenzylidene)benzamide BrC1=CC=C(C(=O)/N=C/C2=CC=C(C=C2)Br)C=C1